FC1=C(OC2=CC(=NC=N2)OC2=C(C=CC=C2)/C(/C(=O)OC)=C\OC)C(=CC=C1)F (E)-methyl 2-[2-[6-(2,6-difluorophenoxy) pyrimidin-4-yloxy] phenyl]-3-methoxyacrylate